C(C)(C)(C)N1N=CC(=C1F)C(=O)NC1=C(C=C(C(=C1)C=1C=C(C=2N(C1)N=CN2)N2CCOCC2)C)F 1-(tert-Butyl)-5-fluoro-N-(2-fluoro-4-methyl-5-(8-morpholino-[1,2,4]triazolo[1,5-a]pyridin-6-yl)phenyl)-1H-pyrazole-4-carboxamide